FC(F)(F)S(=O)(=O)N.FC(F)(F)S(=O)(=O)N.[Na] sodium bis(trifluoromethylsulfonamide)